N1(CCCC1)C[C@H]1[C@@H](CNC1)O (trans)-4-(pyrrolidin-1-ylmethyl)pyrrolidin-3-ol